(1S,2S)-2-(pyridin-2-yldisulfaneyl)cyclopentyl (4-((((4-nitrophenoxy) carbonyl)oxy)methyl)phenyl)carbamate [N+](=O)([O-])C1=CC=C(OC(=O)OCC2=CC=C(C=C2)NC(O[C@@H]2[C@H](CCC2)SSC2=NC=CC=C2)=O)C=C1